1-[(2-isopropyl-5-methyl-phenyl)carbamothioyl]-3-[2-[3-[1-[4-(trifluoromethoxy)phenyl]-1H-1,2,4-triazol-3-yl]phenyl]ethyl]urea C(C)(C)C1=C(C=C(C=C1)C)NC(=S)NC(=O)NCCC1=CC(=CC=C1)C1=NN(C=N1)C1=CC=C(C=C1)OC(F)(F)F